5-((7-oxa-2-azaspiro[3.5]nonan-2-yl)methyl)-N-(2-chloro-3'-(5-formylpicolinamido)-2'-methyl-[1,1'-biphenyl]-3-yl)picolinamide C1N(CC12CCOCC2)CC=2C=CC(=NC2)C(=O)NC=2C(=C(C=CC2)C2=C(C(=CC=C2)NC(C2=NC=C(C=C2)C=O)=O)C)Cl